(E)-7-(2-(4-((5-Cyclopropyl-3-(3,5-dichloropyridin-4-yl)isoxazol-4-yl)methoxy)bicyclo[2.2.2]octan-1-yl)vinyl)-1-(3-methoxyazetidin-1-yl)isochinolin C1(CC1)C1=C(C(=NO1)C1=C(C=NC=C1Cl)Cl)COC12CCC(CC1)(CC2)/C=C/C2=CC=C1C=CN=C(C1=C2)N2CC(C2)OC